(S)-2-(3-ethyl-2,5-difluoro-6-methoxyphenyl)-2-((R)-3-((5-(4-methoxy-5,6,7,8-tetrahydro-1,8-naphthyridin-2-yl)pentyl)oxy)pyrrolidin-1-yl)acetic acid C(C)C=1C(=C(C(=C(C1)F)OC)[C@@H](C(=O)O)N1C[C@@H](CC1)OCCCCCC1=NC=2NCCCC2C(=C1)OC)F